ClC1=C(C=2N(C=C1)C=NC2CNS(=O)(=O)C=2C=NNC2)F N-((7-chloro-8-fluoroimidazo[1,5-a]pyridin-1-yl)methyl)-1H-pyrazole-4-sulfonamide